(2S)-3-(4-methoxyphenyl)-2-[4-[(1S)-1-[[5-(2-pyridyl)-2-thienyl]sulfonylamino]ethyl]triazol-1-yl]propanehydroxamic acid COC1=CC=C(C=C1)C[C@@H](C(=O)NO)N1N=NC(=C1)[C@H](C)NS(=O)(=O)C=1SC(=CC1)C1=NC=CC=C1